NC=1C=2N(C3=CC(=C(C=C3N1)F)C(=O)N1CC3(CC1)CCCC1=CC=CC=C13)C=NC2 (4-amino-7-fluoroimidazo[1,5-a]quinoxalin-8-yl)(3,4-dihydro-2H-spiro[naphthalene-1,3'-pyrrolidin]-1'-yl)methanone